ONC(C1=C(C=C(C=C1)I)O)=O N,2-dihydroxy-4-iodobenzamide